FC1=CC(=C(C=C1)CC1CC2(CN(C2)C(=O)N2CC(C2)C2=NC=NN2)C1)C(F)(F)F [6-[[4-Fluoro-2-(trifluoromethyl)phenyl]methyl]-2-azaspiro[3.3]heptan-2-yl]-[3-(1H-1,2,4-triazol-5-yl)azetidin-1-yl]methanone